Cl.ClC=1C=C(C=CC1)C(C#N)=C1CCNCC1 2-(3-chlorophenyl)-2-(piperidin-4-ylidene)acetonitrile hydrochloride